C(CN[C@@H](CS)C(=O)O)N[C@@H](CS)C(=O)O ethylenebis-L-cysteine